FC=1C=C2[C@@H](COCC2=C(C1)F)N1C[C@H](NCC1)C1=C(C=CC=C1)OC(C)C (R)-1-((S)-6,8-difluoroisochroman-4-yl)-3-(2-isopropoxyphenyl)piperazine